methyl 3-(5-chloro-1H-indole-2-carboxamido)4-(2-chlorophenyl)butanoate ClC=1C=C2C=C(NC2=CC1)C(=O)NC(CC(=O)OC)CC1=C(C=CC=C1)Cl